C(C)(=O)[C@@]1(CC=C(CC1)C)OC(=O)C1C2CC3CC(CC1C3)C2 adamantan-2-carboxylic acid (R)-1-acetyl-4-methylcyclohex-3-en-1-yl ester